3-METHOXYPHENYLBORONIC ACID COC=1C=C(C=CC1)B(O)O